methyl 2-(3-(4-(2-methoxypyrimidin-5-yl)piperidin-1-yl)isoxazol-5-yl)-3-methylbutanoate COC1=NC=C(C=N1)C1CCN(CC1)C1=NOC(=C1)C(C(=O)OC)C(C)C